CC1=C(C(N(N=C1)C1=CC=CC=C1)=O)C(=O)N 5-methyl-3-oxo-2-phenyl-2,3-dihydropyridazine-4-carboxamide